3-((6-chloro-4-fluoropyridin-3-yl)ethynyl)tetrahydrothiophene-1,1-dioxide ClC1=CC(=C(C=N1)C#CC1CS(CC1)(=O)=O)F